CC1CC(C1)(C1=NN=CN1C)C=1C=C(C2=C(NC=N2)C1)N1C(C2=CC(=CC(=C2C1)C(F)(F)F)CN1C[C@H](CCC1)C)=O (S)-2-(6-(3-methyl-1-(4-methyl-4H-1,2,4-triazol-3-yl)cyclobutyl)-1H-benzo[d]imidazol-4-yl)-6-((3-methylpiperidin-1-yl)methyl)-4-(trifluoromethyl)isoindol-1-one